BrC=1C=2N(C=CC1)C(=C(N2)C#CCNC=2C=C(C(=O)NCC)C=CC2OC)SC(F)(F)F 3-[(3-{8-bromo-3-[(trifluoromethyl)sulfanyl]imidazo[1,2-a]pyridin-2-yl}prop-2-yn-1-yl)amino]-N-ethyl-4-methoxybenzamide